C(C)(C)OC([C@H](C)NP(=O)(OCC(F)(F)F)CC1=CC2=C(SC(=C2)C(=O)O)C=C1)=O 5-(((((S)-1-isopropoxy-1-oxopropan-2-yl)amino)(2,2,2-trifluoroethoxy)phosphoryl)methyl)benzo[b]thiophene-2-carboxylic acid